[Cl-].[Cl-].[Cl-].C1(=CC=CC=2C3=CC=CC=C3CC12)[Hf+3] fluorenyl-hafnium trichloride